C(C=C)OC1=C(C=C(C(=C1)Cl)Cl)C(C1CCN(CC1)C(C(F)(F)F)=O)NC(O)=O ((2-(allyloxy)-4,5-dichlorophenyl)(1-(2,2,2-trifluoroacetyl)piperidin-4-yl)methyl)carbamic acid